C(C)S(=O)(=O)CC(C)=O 1-(ethanesulfonyl)propan-2-one